sodium ferric nitrite N(=O)[O-].[Fe+3].[Na+].N(=O)[O-].N(=O)[O-].N(=O)[O-]